FC1=CC(=C(C=C1)[C@@H]1[C@H](O[C@@]([C@H]1C)(C(F)(F)F)C)C(=O)NC1=CC(=NC=C1)C(=O)N)OC 4-((2S,3R,4S,5S)-3-(4-fluoro-2-methoxyphenyl)-4,5-dimethyl-5-(trifluoromethyl)tetrahydrofuran-2-carboxamido)picolinamide